C(CCC)[C@H]1N(S(C2=C(N(C1)C1=CC=CC=C1)C=C(C(=C2)CSCC(=O)O)OC)(=O)=O)C |r| racemic-2-(((3-butyl-7-methoxy-2-methyl-1,1-dioxido-5-phenyl-2,3,4,5-tetrahydro-1,2,5-benzothiadiazepin-8-yl)methyl)thio)acetic acid